CC(C(=O)OCC1=CC=CC=C1)(C(=C)C)C Benzyl 2,2,3-trimethylbut-3-enoate